methyl 8-[tert-butyl(dimethyl)silyl]oxy-2-(3-iodophenyl)-2,7,7-trimethyl-octanoate [Si](C)(C)(C(C)(C)C)OCC(CCCCC(C(=O)OC)(C)C1=CC(=CC=C1)I)(C)C